CCC(CC)OOC(C=CCCCCC(CCCCCCCCCC)N(C(CCCCN(C)C)=O)CCCCCCCCC(OOC(CC)CC)=O)=O 8-(5-(Dimethylamino)-N-(9-oxo-9-((3-pentyloxy)oxy)nonyl)pentanamido)-octadecenoic acid 3-pentyloxy ester